4-(5-(difluoromethyl)-1,3,4-thiadiazol-2-yl)-8-((3S,5S)-3,5-dimethylpiperazin-1-yl)-2-((methylamino)methyl)-N-(1-methylcyclopropyl)quinazoline-6-sulfonamide FC(C1=NN=C(S1)C1=NC(=NC2=C(C=C(C=C12)S(=O)(=O)NC1(CC1)C)N1C[C@@H](N[C@H](C1)C)C)CNC)F